C(C)O[Si]1(N(CCC1)CCCC[Si](OC)(OC)C)C 2-ethoxy-2-methyl-1-(4-methyldimethoxysilylbutyl)-1-aza-2-silacyclopentane